O1CC[C@H](C2=CC=CC=C12)NC(=O)[C@@H]1CC[C@H]2N1C([C@H](CN(CC2)CC#N)NC([C@H](C)N(C(OC(C)(C)C)=O)C)=O)=O tert-butyl ((S)-1-(((5S,8S,10aR)-8-(((R)-chroman-4-yl)carbamoyl)-3-(cyanomethyl)-6-oxodecahydropyrrolo[1,2-a][1,5]diazocin-5-yl)amino)-1-oxopropan-2-yl)(methyl)carbamate